CCCCC/C=C\\C/C=C\\C/C=C\\C/C=C\\CCCCCC(=O)CC(=O)SCCNC(=O)CCNC(=O)[C@@H](C(C)(C)COP(=O)(O)OP(=O)(O)OC[C@@H]1[C@H]([C@H]([C@@H](O1)N2C=NC3=C(N=CN=C32)N)O)OP(=O)(O)O)O The molecule is an unsaturated fatty acyl-CoA that results from the formal condensation of the thiol group of coenzyme A with the carboxy group of (9Z,12Z,15Z,18Z)-3-oxotetracosatetraenoic acid. It is a 3-oxo-fatty acyl-CoA, a long-chain fatty acyl-CoA and an unsaturated fatty acyl-CoA. It is a conjugate acid of a (9Z,12Z,15Z,18Z)-3-oxotetracosatetraenoyl-CoA(4-).